2-bromo-4-(3,4-difluorophenyl)-6,7-dihydro-5H-[1,2,4]triazolo[1,5-a]pyrimidine BrC1=NN2C(N(CCC2)C2=CC(=C(C=C2)F)F)=N1